C(C)(=O)OC[C@H]1N(C[C@H]([C@H]([C@@H]1OCC1=CC=CC=C1)OCC1=CC=CC=C1)OCC1=CC=CC=C1)C(C)=O [(2R,3R,4R,5R)-1-acetyl-3,4,5-tribenzyloxy-2-piperidyl]methyl acetate